ClC1=NC(=NC(=C1[N+](=O)[O-])Cl)SCCC 4,6-dichloro-2-(propylthio)-5-nitropyrimidine